4-[[(tert-butyldimethylsilyl)oxy]methyl]-2-chloropyridine [Si](C)(C)(C(C)(C)C)OCC1=CC(=NC=C1)Cl